5-(((1-benzyl-1H-benzo[d]imidazole-2-yl)thio)methyl)-4-(4-fluorophenyl)-6-isopropylpyrimidin-2-yl-N-methylmethanesulfonamide C(C1=CC=CC=C1)N1C(=NC2=C1C=CC=C2)SCC=2C(=NC(=NC2C(C)C)CS(=O)(=O)NC)C2=CC=C(C=C2)F